rac-(3aS,6aS)-1-(6-chloropyridazin-3-yl)-5-methyl-2,3,3a,4,6,6a-hexahydropyrrolo[2,3-c]pyrrole ClC1=CC=C(N=N1)N1CC[C@@H]2[C@H]1CN(C2)C |r|